N-(1,3-dihydroxypropane-2-yl)-5-(4-(trifluoromethyl)phenyl)-2-naphthamide OCC(CO)NC(=O)C1=CC2=CC=CC(=C2C=C1)C1=CC=C(C=C1)C(F)(F)F